14-(Benzyloxy)-8,8-dimethyl-7a,8-dihydrobenzo[d]naphtho[1,2-f]pyrazolo[5,1-b][1,3]oxazepin-9(10H)-one C(C1=CC=CC=C1)OC1=CC2=C(N3C(OC4=C2C=2C=CC=CC2C=C4)C(C(N3)=O)(C)C)C=C1